FC=1C=C(C=NC1)C1=CC(=CC=2NC=NC21)C(F)(F)F 4-(5-fluoropyridin-3-yl)-6-(trifluoromethyl)-1H-benzo[d]imidazole